NC1=NC(=C(C2=CC=CC(=C12)Cl)OCC1=CC=CC=C1)C(=O)OC methyl 1-amino-4-(benzyloxy)-8-chloroisoquinoline-3-carboxylate